Phospholen P1=CCCC1